3-(4-bromophenyl)-1-{4-[(4-methoxyphenyl)carbonyl]piperazinyl}prop-2-en-1-one BrC1=CC=C(C=C1)C=CC(=O)N1CCN(CC1)C(=O)C1=CC=C(C=C1)OC